2-(1-methyl-3-{[5-methyl-1-(2,2,2-trifluoroethyl)-1H-pyrazol-3-yl]amino}-1H-indazol-6-yl)propan-2-ol CN1N=C(C2=CC=C(C=C12)C(C)(C)O)NC1=NN(C(=C1)C)CC(F)(F)F